benzyl (2R)-4-(4-amino-6-chloro-5-fluoronicotinoyl)-2-methylpiperidine-1-carboxylate NC1=C(C(=NC=C1C(=O)C1C[C@H](N(CC1)C(=O)OCC1=CC=CC=C1)C)Cl)F